(S)-2-amino-N-((1S,9S)-9-ethyl-5-fluoro-9-hydroxy-4-methyl-10,13-dioxo-2,3,9,10,13,15-hexahydro-1H,12H-benzo[de]pyrano[3',4':6,7]indolizino[1,2-b]quinolin-1-yl)-3-hydroxypropionamide N[C@H](C(=O)N[C@H]1CCC=2C=3C1=C1C(=NC3C=C(C2C)F)C2=CC3=C(C(N2C1)=O)COC([C@]3(O)CC)=O)CO